CN1C(=NN=C1)C1=C(C=C(C=C1)C(F)(F)F)C1=CC(=CC=C1)[N+](=O)[O-] 4-methyl-3-(3'-nitro-5-(trifluoromethyl)-[1,1'-biphenyl]-2-yl)-4H-1,2,4-triazole